(S)-2-methyl-N-((2-(trifluoromethyl)thiazol-4-yl)methylene)propane-2-sulfinamide CC(C)(C)[S@](=O)N=CC=1N=C(SC1)C(F)(F)F